CC1C(N(C=2C=CC3=C(C12)C=CC=C3)C)C 1,2,3-trimethyl-1H-benzo[e]indole